2-(2-aminophenyl)quinazolin-4(3H)-one NC1=C(C=CC=C1)C1=NC2=CC=CC=C2C(N1)=O